(3-(2-(2-aminoethoxy)ethoxy)propionylamino)-N-(4,5-dimethylthiazol-2-yl)benzamide methyl-7-bromo-6-fluoro-2-oxo-1,2-dihydroquinoline-3-carboxylate COC(=O)C=1C(NC2=CC(=C(C=C2C1)F)Br)=O.NCCOCCOCCC(=O)NC1=C(C(=O)NC=2SC(=C(N2)C)C)C=CC=C1